FC(C1=NN=C(O1)C1=CC(=C(CN(C(=S)C2CC3(C2)CCNCC3)C3=CC=CC=C3)C=C1)F)F N-(4-(5-(difluoromethyl)-1,3,4-oxadiazol-2-yl)-2-fluorobenzyl)-N-phenyl-7-azaspiro[3.5]nonane-2-thioamide